FC(S(=O)(=O)OCCOS(=O)(=O)C(F)(F)F)(F)F ethylene glycol di(trifluoromethanesulfonate)